C(C)OC(CC(=O)[O-])=O MONOETHYLMALONATE